triethylene glycol bis(3-tert-butyl-4-hydroxy-5-tolyl)propionate C(C)(C)(C)C=1C=C(C=C(C1O)C(C(=O)OCCOCCOCCO)(C)C=1C(=C(C=C(C1)C)C(C)(C)C)O)C